COC=1C=C(OC2=CC=C(C=N2)NC=2C=3N(C=CN2)N=NN3)C=CC1C N-[6-(3-methoxy-4-methyl-phenoxy)-3-pyridyl]tetrazolo[1,5-a]pyrazin-8-amine